tert-butyl (9-chloro-8-fluoro-6-methyl-1,2,5,6-tetrahydro-4H-pyrrolo[3,2,1-ij]quinolin-5-yl)carbamate ClC1=C(C=C2C(C(CN3C2=C1CC3)NC(OC(C)(C)C)=O)C)F